N-Boc-1,6-hexanediamine C(=O)(OC(C)(C)C)NCCCCCCN